OC=1C=C(C=CC1)C(C)=O (3-hydroxyphenyl)ethan-1-one